2-((S)-2,7-diazaspiro[4.5]decan-7-yl)acetamide C1NCC[C@]12CN(CCC2)CC(=O)N